(R)-(3,3-difluorocyclobutyl)(4-(3-methylmorpholino)-2-(1H-pyrazol-3-yl)-8,9-dihydro-1,3,7,9a-tetraazabenzo[cd]azulene-7(6H)-yl)methanone FC1(CC(C1)C(=O)N1CC=2C3=C(C(=NN3CC1)C1=NNC=C1)N=C(C2)N2[C@@H](COCC2)C)F